5-(((1R,2R,3S)-2-(diethylamino)-3-methylcyclopentyl)oxy)isobenzofuran-1(3H)-one C(C)N([C@H]1[C@@H](CC[C@@H]1C)OC=1C=C2COC(C2=CC1)=O)CC